N-[(3S)-3-(2,3-dichloro-6-fluorophenyl)pyrrolidin-3-yl]-2-(oxan-4-yl)-3-(trifluoromethyl)indazol-6-one hydrochloride Cl.ClC1=C(C(=CC=C1Cl)F)[C@@]1(CNCC1)N1N(C(=C2C=CC(C=C12)=O)C(F)(F)F)C1CCOCC1